C(CC)OCN1CN(C=C1)COCCCC 1-(1-Propoxymethyl)-3-(1-butoxymethyl)imidazole